N-(2H3)methyl-6-[4-(1H-pyrazol-4-yl)-1,3-benzothiazol-7-yl]-N-(2,2,6,6-tetramethylpiperidin-4-yl)pyridazin-3-amine C(N(C=1N=NC(=CC1)C1=CC=C(C=2N=CSC21)C=2C=NNC2)C2CC(NC(C2)(C)C)(C)C)([2H])([2H])[2H]